3,5-bis[(but-3-en-1-yl)oxy]benzoic Acid Methyl Ester COC(C1=CC(=CC(=C1)OCCC=C)OCCC=C)=O